N-ethoxy-6-((2-methoxypyrimidin-4-yl)amino)nicotinamide C(C)ONC(C1=CN=C(C=C1)NC1=NC(=NC=C1)OC)=O